FC(=C1CCN(CC1)C([C@@H]([C@@H](C)C1=CC(=C(C=C1)[N+](=O)[O-])F)NC(=O)C1=CN=NS1)=O)F N-[(2R,3S)-1-[4-(difluoromethylidene)piperidin-1-yl]-3-(3-fluoro-4-nitrophenyl)-1-oxobutan-2-yl]-1,2,3-thiadiazole-5-carboxamide